N-ethyl-N-(3-pyridylmethyl)-2-[2-(4-methoxyphenyl)-7-methyl-imidazo[1,2-a]pyridin-3-yl]-acetamide C(C)N(C(CC1=C(N=C2N1C=CC(=C2)C)C2=CC=C(C=C2)OC)=O)CC=2C=NC=CC2